COC1=C(C=C2C(=N1)NC=C2)C(=O)O 6-methoxy-1H-pyrrolo[2,3-b]pyridine-5-carboxylic acid